N-[7-isopropoxy-2-[1-(2-oxoethyl)-4-piperidyl]imidazo[1,2-a]pyridin-6-yl]-6-(trifluoromethyl)pyridine-2-carboxamide HCl salt Cl.C(C)(C)OC1=CC=2N(C=C1NC(=O)C1=NC(=CC=C1)C(F)(F)F)C=C(N2)C2CCN(CC2)CC=O